C(OCC)(=S)SC1C=CC(=CC1)N1CC(N(C(C1)C)S(=O)(=O)C)C S-(4-(3,5-dimethyl-4-(methylsulfonyl)piperazin-1-yl)cyclohexa-2,4-dien-1-yl) O-ethyl carbonodithioate